NC(CC1=CC(=C(C=C1)OC)OCC1=CC=CC=C1)CC 2-amino-1-(3-benzyloxy-4-methoxy-phenyl)butane